tert-butyl (6R)-2-[7-[2,4-difluoro-6-(2-methoxyethoxy)phenyl]-4-(2-oxo-1-pyridyl)thieno[3,2-c]pyridin-6-yl]-6-methyl-6,7-dihydro-4H-pyrazolo[1,5-a]pyrazine-5-carboxylate FC1=C(C(=CC(=C1)F)OCCOC)C=1C2=C(C(=NC1C1=NN3C(CN([C@@H](C3)C)C(=O)OC(C)(C)C)=C1)N1C(C=CC=C1)=O)C=CS2